[I-].C(CCC)[N+](CCCC(C=CNC)=O)(CCCC(C=CNC)=O)C N-butyl-N-methyl-6-(methylamino)-N-(6-(methylamino)-4-oxohex-5-en-1-yl)-4-oxohex-5-en-1-aminium iodide